(diphenyl-d10){[(biphenylyl)dibenzofuranyl]phenyl}triazine C1(C(C(C(C(C1[2H])([2H])[2H])([2H])[2H])([2H])[2H])([2H])[2H])([2H])C1=C(C(=NN=N1)C1=C(C=CC=C1)C1=C(C=CC=2OC3=C(C21)C=CC=C3)C3=C(C=CC=C3)C3=CC=CC=C3)C3(C(C(C(C(C3[2H])([2H])[2H])([2H])[2H])([2H])[2H])([2H])[2H])[2H]